C1(=CC=CC=C1)C(CN1N=C(C=CC1=O)C=1C=NC(=NC1)OCC(F)(F)F)C 2-(2-phenylpropyl)-6-(2-(2,2,2-trifluoroethoxy)pyrimidin-5-yl)pyridazin-3(2H)-one